4-((4-methoxylbenzyl)amino)pyrrolo[1,2-a]quinoxalin-8-carboxylic acid O(C)C1=CC=C(CNC=2C=3N(C4=CC(=CC=C4N2)C(=O)O)C=CC3)C=C1